FC1=C(C(=C2C=CN(C2=C1F)S(=O)(=O)C1=CC=C(C=C1)C)SCC1=CC=C(C=C1)OC)OC=1C(=C(C#N)C=CC1)F [6,7-difluoro-4-[(4-methoxyphenyl)methylsulfanyl]-1-(p-tolylsulfonyl)indol-5-yl]oxy-2-fluoro-benzonitrile